FC(C1=CC=C(C=C1)NC(N)=O)(F)F 3-{4-(trifluoromethyl)phenyl}urea